ClC1=C(C(=O)NC=2C=C3C=C(N(C3=CC2)C)C(=O)NC2=CC(=NN2)C2=CC=C(C=C2)C(F)(F)F)C=C(C=C1)CNC(C(C)C)=O 5-(2-chloro-5-(isobutyramidomethyl)benzamido)-1-methyl-N-(3-(4-(trifluoromethyl)phenyl)-1H-pyrazol-5-yl)-1H-indole-2-carboxamide